(S)-1-(3-chlorophenyl)-N-((1-cyanopyrrolidin-3-yl)methyl)-1H-1,2,3-triazole-4-carboxamide ClC=1C=C(C=CC1)N1N=NC(=C1)C(=O)NC[C@H]1CN(CC1)C#N